C1(CC1)C1=C(C(=NO1)C=1C(=NC=CC1)C(F)(F)F)/C=C/C1CCN(CC1)C1=CC=C2C=C(N=CC2=C1)C(=O)O (E)-7-(4-(2-(5-cyclopropyl-3-(2-(trifluoromethyl)pyridin-3-yl)isoxazol-4-yl)vinyl)piperidin-1-yl)isoquinoline-3-carboxylic acid